The molecule is a hexacyclic triterpenoid that is 13,28-epoxyursan-28-one with a terminal double bond between positions 20(30) and is substituted by a hydroxy group at position 3 (the 3beta,19alpha stereoisomer). It is a taraxastane-type triterpene isolated from Hypericum oblongifolium and exhibits enzyme inhibitory activity against chymotrypsin. It has a role as a metabolite and an EC 3.4.21.1 (chymotrypsin) inhibitor. It is a hexacyclic triterpenoid, a gamma-lactone, a bridged compound and a secondary alcohol. It derives from a hydride of a taraxastane. C[C@H]1[C@@H]2[C@]3(CCC1=C)CC[C@@]4([C@@]2(CC[C@H]5[C@]4(CC[C@@H]6[C@@]5(CC[C@@H](C6(C)C)O)C)C)OC3=O)C